3-(3-(p-tolyloxy)phenyl)propionic acid C1(=CC=C(C=C1)OC=1C=C(C=CC1)CCC(=O)O)C